N-(3,5-difluoropyridin-2-yl)-4-methyl-1H-pyrazolo[3,4-d]pyrimidin-6-amine FC=1C(=NC=C(C1)F)NC1=NC(=C2C(=N1)NN=C2)C